FC=1C=C(C=CC1)C(COC)C=1C=C2C(=NNC2=CC1)NC(C1=C(C=C(C=C1)N1CCN(CC1)C)NC1CCOCC1)=O N-(5-(1-(3-fluorophenyl)-2-methoxyethyl)-1H-indazol-3-yl)-4-(4-methylpiperazin-1-yl)-2-((tetrahydro-2H-pyran-4-yl)amino)benzamide